(S)-6-diazo-2-((S)-2-(methoxy-d3)propanamido)-5-oxohexanoic acid [N+](=[N-])=CC(CC[C@@H](C(=O)O)NC([C@H](C)OC([2H])([2H])[2H])=O)=O